1-(2-(benzyloxy)-8-methoxy-8-methylbicyclo[4.2.0]oct-1,3,5-trien-3-yl)ethanone C(C1=CC=CC=C1)OC1=C2C(CC2=CC=C1C(C)=O)(C)OC